N-(3-(4-morpholino-6-(pyridin-4-yl)thieno[3,2-d]pyrimidin-2-yl)phenyl)nicotinamide O1CCN(CC1)C=1C2=C(N=C(N1)C=1C=C(C=CC1)NC(C1=CN=CC=C1)=O)C=C(S2)C2=CC=NC=C2